1-(2,3-bis(oleoyloxy)propyl) 4-(tert-butyl) arginylaspartate N[C@@H](CCCNC(N)=N)C(=O)N[C@@H](CC(=O)OC(C)(C)C)C(=O)OCC(COC(CCCCCCC\C=C/CCCCCCCC)=O)OC(CCCCCCC\C=C/CCCCCCCC)=O